(3-aminopiperidin-1-yl)methanone hydrochloride Cl.NC1CN(CCC1)C=O